O=C1NC(CCC1N1CC2=CC=C(C=C2C1=O)C1CCN(CC1)C1CN(C1)C(=O)C1CCN(CC1)C(=O)OC(C)(C)C)=O Tert-butyl 4-(3-(4-(2-(2,6-dioxopiperidin-3-yl)-3-oxoisoindolin-5-yl)piperidin-1-yl)azetidine-1-carbonyl)piperidine-1-carboxylate